C(C)(C)(C)OC(=O)N(C1=CC(=NC(=C1)C)NC1=C(C(=C2C(=N1)C(CCO2)=O)C=2CCCN(CC2)C(=O)OC(C)(C)C)F)C tert-butyl 5-[6-[[4-[tert-butoxycarbonyl(methyl)amino]-6-methyl-2-pyridyl]amino]-7-fluoro-4-oxo-2,3-dihydropyrano[3,2-b]pyridin-8-yl]-2,3,4,7-tetrahydroazepine-1-carboxylate